ClC=1C=C(C=CC1)C(=O)N1CC(/C(/CC1)=C/C#CC1=CC(=CC=C1)C)(C)C (3-chlorophenyl){(4E)-3,3-dimethyl-4-[3-(3-methylphenyl)prop-2-yn-1-ylidene]piperidin-1-yl}methanone